5,6,7,8-tetrahydroindolizine-1-carboxamide hydrochloride Cl.C=1(C=CN2CCCCC12)C(=O)N